ClC1=C(C=C(C=C1)F)C1NC(C2=C1C(=CC1=C(N(N=C21)C)C2CC2)NC(C2=CC(=CC(=C2)F)C(F)(F)F)=O)=O N-[6-(2-chloro-5-fluorophenyl)-3-cyclopropyl-2-methyl-8-oxo-7,8-dihydro-6H-pyrrolo[4,3-g]indazol-5-yl]-5-fluoro-3-(trifluoromethyl)benzamide